C(C)N(CCN1CCN(CCC1)C1=C(C=NC2=CC=C(C=C12)OC(F)(F)F)S(=O)(=O)C1=CC=C(C=C1)CC)CC N,N-diethyl-2-(4-(3-((4-ethylphenyl)sulfonyl)-6-(trifluoromethoxy)quinolin-4-yl)-1,4-diazepan-1-yl)ethan-1-amine